FCCCN1CC(C1)=CC1=CC=C(C=C1)C1=C(CCCC2=C1C=CC(=C2)C(=O)O)C2=C(C=CC(=C2)C)C(F)(F)F 9-(4-((1-(3-fluoropropyl)azetidin-3-ylidene)methyl)phenyl)-8-(5-methyl-2-(trifluoromethyl)phenyl)-6,7-dihydro-5H-benzo[7]annulene-3-carboxylic acid